N(=[N+]=[N-])N[C@@H](CCC)C(=O)O (S)-Azidonorvalin